CN1C=NC(=C1)C=1C=C(C=C2C=C(NC12)C1=CC=C(C=C1)OC(F)(F)F)NC(C=C)=O N-(7-(1-methyl-1H-imidazol-4-yl)-2-(4-(trifluoromethoxy)phenyl)-1H-indol-5-yl)acrylamide